2,2'-ditrifluoromethyl-4,4'-dinitrobiphenyl FC(C1=C(C=CC(=C1)[N+](=O)[O-])C1=C(C=C(C=C1)[N+](=O)[O-])C(F)(F)F)(F)F